ethyl perfluorobutyl ether lithium [Li].FC(C(C(C(F)(F)F)(F)F)(F)F)(F)OCC